O-ethyl 2-[(4,6-dimethoxy-3-pyridyl)sulfonyl-methyl-amino]ethylsulfanylmethanethioate COC1=C(C=NC(=C1)OC)S(=O)(=O)N(CCSC(OCC)=S)C